dicarboxyl trithiocarbonate C(SC(=O)O)(SC(=O)O)=S